5,6-difluoronicotinamide FC=1C(=NC=C(C(=O)N)C1)F